1-[6-(4-tert-Butyl-cyclohexyloxy)-naphthalen-2-ylmethyl]-perhydro-azepin C(C)(C)(C)C1CCC(CC1)OC=1C=C2C=CC(=CC2=CC1)CN1CCCCCC1